ClC=1C=C2CO[C@]3(O[C@@H]([C@H]([C@@H]([C@H]3O)O)O)C)C2=CC1CC=1SC(=CC1)CN1CCCC1 (1S,3'R,4'S,5'S,6'R)-5-Chloro-6'-methyl-6-((5-(pyrrolidin-1-ylmethyl)thiophen-2-yl)methyl)-3',4',5',6'-tetrahydro-3H-spiro[isobenzofuran-1,2'-pyran]-3',4',5'-triol